(R)-4-(1-aminoethyl)-2,3-dihydrobenzo[b]thiophene 1,1-dioxide hydrochloride Cl.N[C@H](C)C1=CC=CC=2S(CCC21)(=O)=O